C1(=CC(=CC(=C1)C)C)P(C1=C(C2=C(OCO2)C=C1)C1=C(C=CC=2OCOC21)P(C2=CC(=CC(=C2)C)C)C2=CC(=CC(=C2)C)C)C2=CC(=CC(=C2)C)C (+)-5,5'-Bis[di(3,5-xylyl)phosphino]-4,4'-bi-1,3-benzodioxole